C(C)(C)(C)OC(NC=1C=CC(=C2C=CNC12)C1=NC(=NC=C1)NC=1C=NN(C1)C)=O tert-butyl(4-(2-((1-methyl-1H-pyrazol-4-yl)amino)pyrimidin-4-yl)-1H-indol-7-yl)carbamate